C(C)(C)(C)[Si](C)(C)OCCCCCOC1=C(C=CC(=C1)[N+](=O)[O-])F tert-butyl((5-(2-fluoro-5-nitrophenoxy)pentyl)oxy)dimethylsilane